4-(bromomethyl)-1-methyl-1H-pyrazole hydrobromide Br.BrCC=1C=NN(C1)C